1-(5-bromopyrazin-2-yl)-3-[(tert-butyldimethylsilyl)oxy]-3-methylcyclobutan-1-ol BrC=1N=CC(=NC1)C1(CC(C1)(C)O[Si](C)(C)C(C)(C)C)O